OC1(CC1)C1=NNC(=N1)C1CC2(CN(C2)C(=O)N2CC3(C2)CC(C3)CC3=CC=C2C(=N3)C=NN2)C1 [6-[3-(1-hydroxycyclopropyl)-1H-1,2,4-triazol-5-yl]-2-azaspiro[3.3]heptan-2-yl]-[6-(1H-pyrazolo[4,3-b]pyridin-5-ylmethyl)-2-azaspiro[3.3]heptan-2-yl]methanone